1-(4-nitrophenyl)cyclobutane-1-amine [N+](=O)([O-])C1=CC=C(C=C1)C1(CCC1)N